ClC1=CC(=C(C=N1)N)C=1N(N=C(C1[N+](=O)[O-])C)COCC[Si](C)(C)C 6-chloro-4-[5-methyl-4-nitro-2-(2-trimethylsilylethoxymethyl)pyrazol-3-yl]pyridin-3-amine